CC=1C=C(SC1)OCCCC=1C(=NC=CC1)C1=NC=CC=C1 [3-(4-methyl-thiophenoxy)propyl]-bipyridine